C(C)N(C(=O)C1=CC=CC(=N1)CNC(=O)C=1N=COC1)C N-((6-(ethyl-(methyl)carbamoyl)pyridin-2-yl)methyl)oxazole-4-carboxamide